3-ethyl-1-(1-nitro-3-{[(cis)-4-phenylcyclohexyl]oxy}propan-2-yl)-1,2-dihydropyridin-2-one C(C)C=1C(N(C=CC1)C(C[N+](=O)[O-])CO[C@@H]1CC[C@@H](CC1)C1=CC=CC=C1)=O